ClC=1C=C(C=C(C1)Cl)NC(=O)N1CC2=C(C(CC1)(C)C)C=CC(=C2)N2CCC(CC2)N2CCOCC2 N-(3,5-dichlorophenyl)-5,5-dimethyl-8-(4-morpholinopiperidin-1-yl)-1,3,4,5-tetrahydro-2H-benzo[c]azepine-2-carboxamide